4-[5-(trifluoromethyl)-1,2,4-oxadiazol-3-yl]benzaldehyde FC(C1=NC(=NO1)C1=CC=C(C=O)C=C1)(F)F